N-(4-(1-(2-cyano-3-(4-fluorophenyl)propionyl)-3-methyl-1,2,3,6-tetrahydropyridin-4-yl)-1H-pyrrolo[2,3-b]pyridin-6-yl)cyclopropylcarboxamide C(#N)C(C(=O)N1CC(C(=CC1)C1=C2C(=NC(=C1)NC(=O)C1CC1)NC=C2)C)CC2=CC=C(C=C2)F